OC1=CC=C(C=C1)B(O)O 4-hydroxyPhenyl-boronic acid